triethanolamine citrate salt C(CC(O)(C(=O)O)CC(=O)O)(=O)O.N(CCO)(CCO)CCO